N-Acridin-9-yl-N'-(6-chloro-1,2,3,4-tetrahydro-acridin-9-yl)-heptane-1,7-diamine C1=CC=CC2=NC3=CC=CC=C3C(=C12)NCCCCCCCNC=1C2=CC=C(C=C2N=C2CCCCC12)Cl